N-(5-Cyanopyrimidin-2-yl)-2-{2-cyclopropyl-7-methyl-4-oxo-4H,5H-furo[2,3-d]pyridazin-5-yl}acetamide C(#N)C=1C=NC(=NC1)NC(CN1N=C(C2=C(C1=O)C=C(O2)C2CC2)C)=O